C(C)(C)(C)OC(=O)N1CCC(CC1)C1=NN(C=C1)C1=CC(=CC=C1)Cl 4-[1-(3-chlorophenyl)-1H-pyrazol-3-yl]piperidine-1-carboxylic acid tert-butyl ester